C(C1=CC=CC=C1)N1C(C(OCC1=O)(C)C)C(=O)OCC1=CC=CC=C1 benzyl 4-benzyl-2,2-dimethyl-5-oxomorpholine-3-carboxylate